(R)-2-fluoro-5-(5-methyl-7-oxo-5,6,7,8-tetrahydropyrido[2,3-d]pyrimidin-4-yl)benzoic acid FC1=C(C(=O)O)C=C(C=C1)C=1C2=C(N=CN1)NC(C[C@H]2C)=O